NC=1C2=C(N=C(N1)NC=1C(=NN(C1)CC(=O)OCC1=CC=CC=C1)C)N(C=C2C2=C1C=NN(C1=CC=C2)C2OCCCC2)C(C)C Benzyl [4-({4-amino-7-(propan-2-yl)-5-[1-(tetrahydro-2H-pyran-2-yl)-1H-indazol-4-yl]-7H-pyrrolo[2,3-d]pyrimidin-2-yl}amino)-3-methyl-1H-pyrazol-1-yl]acetate